[K].C1(CCCCC1)CN1CC(C1)S(=O)(=O)NC(NC1=C2CCCC2=CC=2CCCC12)=O 1-(Cyclohexylmethyl)-N-((1,2,3,5,6,7-hexahydro-s-indacen-4-yl)carbamoyl)azetidine-3-sulfonamide, Potassium Salt